ClC1=C(C(=CC=C1NC(=O)OC1=CC=C(C=C1)Cl)Cl)B(O)O [2,6-dichloro-3-[(4-chlorophenoxy)carbonylamino]phenyl]boronic acid